N1=NC=CC=2C1=NC=NC2N pyrimido[4,5-c]pyridazin-5-amine